COC1=CC=C(COC2=CC(=NC=C2B2OC(C(O2)(C)C)(C)C)C#N)C=C1 4-((4-methoxybenzyl)oxy)-5-(4,4,5,5-tetramethyl-1,3,2-dioxaborolan-2-yl)picolinenitrile